NC1=NC(=CC(=N1)C=1C(=C(C#N)C=CC1)C)C=1N=NN(C1)CC1=NN2C(C(CCC2)F)=C1 3-(2-amino-6-(1-((4-fluoro-4,5,6,7-tetrahydropyrazolo[1,5-a]pyridin-2-yl)methyl)-1H-1,2,3-triazol-4-yl)pyrimidin-4-yl)-2-methylbenzonitrile